C(C)(C)(C)OC(=O)N[C@@H]([C@@H](O)C)C(=O)O (t-butoxycarbonyl)-L-allothreonine